O.P(=O)(O)(O)O.N[C@@H](CC(=O)N1CC=2N(CC1)C(=NN2)C(F)(F)F)CC2=C(C=C(C(=C2)F)F)F (3R)-3-amino-1-[3-(trifluoromethyl)-5,6,7,8-tetrahydro-1,2,4-triazolo[4,3-a]pyrazin-7-yl]-4-(2,4,5-trifluorophenyl)butan-1-one phosphate monohydrate